FC1=CC=C(C(=C1[C@H]([C@@H](C=1OC(NN1)=O)NS(=O)(=O)N1CCC(CC1)S(=O)(=O)C)C)C)C N-((1S,2R)-2-(6-fluoro-2,3-dimethylphenyl)-1-(5-oxo-4,5-dihydro-1,3,4-oxadiazol-2-yl)propyl)-4-(methylsulfonyl)piperidine-1-sulfonamide